4-(3-(4-Chlorophenyl)-5-(quinoxalin-6-yl)-4,5-dihydro-1H-pyrazol-1-yl)benzoic acid ClC1=CC=C(C=C1)C1=NN(C(C1)C=1C=C2N=CC=NC2=CC1)C1=CC=C(C(=O)O)C=C1